C1(CCCCC1)C1=CN=C(S1)N1C([C@@H]2CN(CC[C@@H]2C1)C#N)=O (3aS,7aS)-2-(5-cyclohexylthiazol-2-yl)-3-oxooctahydro-5H-pyrrolo[3,4-c]pyridine-5-carbonitrile